tert-butyl (3S)-3-[(1R)-2-[[2-(cyclobutylamino)pyridine-4-carbonyl]amino]-1-hydroxy-ethyl]-7-[(2-methylpyrazol-3-yl)methoxy]-3,4-dihydro-1H-isoquinoline-2-carboxylate C1(CCC1)NC1=NC=CC(=C1)C(=O)NC[C@@H](O)[C@H]1N(CC2=CC(=CC=C2C1)OCC=1N(N=CC1)C)C(=O)OC(C)(C)C